FC=1C(=CC2=C(OC[C@@H](C(N2C)=O)NC(C2=CC=CC=C2)(C2=CC=CC=C2)C2=CC=CC=C2)C1)N1CC2(C1)CCOCC2 (S)-8-fluoro-5-methyl-7-(7-oxa-2-azaspiro[3.5]nonan-2-yl)-3-(tritylamino)-2,3-Dihydrobenzo[b][1,4]oxazepine-4(5H)-one